CNC1(CCCC1)CN 1-methylamino-1-aminomethyl-cyclopentane